FC1=NC=CC(=C1N1CCC(CC1)C1=CC=2C(=NC(=CN2)C)N(C1=O)CC1=NC=CC=C1C(F)(F)F)C 7-(1-(2-fluoro-4-methylpyridin-3-yl)piperidin-4-yl)-3-methyl-5-((3-(trifluoromethyl)pyridin-2-yl)methyl)pyrido[2,3-b]pyrazin-6(5H)-one